CC(=O)SCCCBr 3-bromopropyl thiolacetate